FC(C1=NC=C(C=N1)OC1=NC=CC=C1C=1CC=NCC1)(F)F 2-((2-(trifluoromethyl)pyrimidin-5-yl)oxy)-3',6'-dihydro-[3,4'-bipyridin]